CC=1C(=NC(=CN1)C)C=1OC2=C(N1)C=CC=C2 2-(3,6-dimethylpyrazin-2-yl)benzoxazole